4'-[2-(4-fluorophenyl)-1,3-thiazole-5-sulfonamido]-3'-methoxy-[1,1'-biphenyl]-4-carboxylic acid FC1=CC=C(C=C1)C=1SC(=CN1)S(=O)(=O)NC1=C(C=C(C=C1)C1=CC=C(C=C1)C(=O)O)OC